allyloxyethane C(C=C)OCC